FC1=C2C=C(N=CC2=C(C=C1)N1[C@@H]([C@H](C1)CS(=O)(=O)C)C)NC1=NC(=NC=C1)N1C[C@]([C@@H](CC1)OC)(C)F 5-fluoro-N-{2-[(3S,4R)-3-fluoro-4-methoxy-3-methylpiperidin-1-yl]pyrimidin-4-yl}-8-[(2R,3S)-3-(methanesulfonylmeth-yl)-2-methylazetidin-1-yl]isoquinolin-3-amine